CC(=C)[C@@H]1CC[C@]2([C@H]1[C@H]3CC[C@@H]4[C@]5(CC[C@@H](C([C@@H]5CC[C@]4([C@@]3(CC2)C)C)(C)C)O)C)C (3beta)-Lup-20(29)-en-3-ol